(R)-1-isobutyryl-2-allyl-pyrrolidine-2-carboxylic acid C(C(C)C)(=O)N1[C@@](CCC1)(C(=O)O)CC=C